(E)-2,3-dichloro-1,1,1,4,4,4-hexafluorobut-2-ene Cl\C(\C(F)(F)F)=C(/C(F)(F)F)\Cl